(S)-2-(3-(2-(3-fluoroazetidin-1-yl)ethyl)-6-oxo-5-(trifluoromethyl)pyridazine-1(6H)-yl)-4-methylpentanoic acid FC1CN(C1)CCC1=NN(C(C(=C1)C(F)(F)F)=O)[C@H](C(=O)O)CC(C)C